C(C)OC1=CC(=C2C(=NC=NC2=C1)NC1=CC=C(C=C1)NC(CN1N=NC(=C1)C(C)C)=O)OC N-{4-[(7-ethoxy-5-methoxyquinazolin-4-yl)amino]phenyl}-2-[4-(prop-2-yl)-1H-1,2,3-triazol-1-yl]acetamide